benzylidenetetralone bismuth (2-ethyl-hexanoate) C(C)C(C(=O)[O-])CCCC.[Bi+3].C(C1=CC=CC=C1)=C1C(C2=CC=CC=C2CC1)=O.C(C)C(C(=O)[O-])CCCC.C(C)C(C(=O)[O-])CCCC